8-((2S,6S)-2,6-dimethylmorpholino)-N-(3-methyloxetan-3-yl)-3-(5-(trifluoromethyl)-1,3,4-thiadiazol-2-yl)imidazo[1,5-a]pyridine-6-sulfonamide C[C@@H]1O[C@H](CN(C1)C=1C=2N(C=C(C1)S(=O)(=O)NC1(COC1)C)C(=NC2)C=2SC(=NN2)C(F)(F)F)C